2-(3-((5-(5,6,7,8-tetrahydro-1,8-naphthyridin-2-yl)pentyl)oxy)azetidin-1-yl)-2-(1,3,5-trimethyl-1H-indazol-7-yl)acetic acid N1=C(C=CC=2CCCNC12)CCCCCOC1CN(C1)C(C(=O)O)C=1C=C(C=C2C(=NN(C12)C)C)C